(1r,4r)-N1-((1H-pyrazol-4-yl)methyl)-N4-(4-(5-(cyclopropyl-methyl)-1-methyl-1H-pyrazol-4-yl)pyrimidin-2-yl)cyclohexane-1,4-diamine N1N=CC(=C1)CNC1CCC(CC1)NC1=NC=CC(=N1)C=1C=NN(C1CC1CC1)C